N-(4-(4-(((2R,4R)-2-(2,4-Dichlorophenyl)-2-Methyl-1,3-Dioxolan-4-yl)Methoxy)Phenyl)Piperazin-1-yl)-2-((3-hydroxyphenyl)methylene)Hydrazinecarboxamide ClC1=C(C=CC(=C1)Cl)[C@@]1(OC[C@H](O1)COC1=CC=C(C=C1)N1CCN(CC1)NC(=O)NN=CC1=CC(=CC=C1)O)C